N4-(2-(methylsulfonyl)phenyl)-N6-(5-((tetrahydrofuran-3-ylimino)methyl)pyridin-2-yl)pyrimidine-4,6-diamine CS(=O)(=O)C1=C(C=CC=C1)NC1=NC=NC(=C1)NC1=NC=C(C=C1)C=NC1COCC1